C(C)(=O)N1CCC(CC1)NCC1=CN(C2=CC(=CC=C12)C1=NC=CC(=C1Cl)C=1C(=C(C=CC1)C1=CC=C(C(=N1)OC)CNC[C@@H]1CCC(N1)=O)Cl)C (S)-5-((((6-(3-(2-(3-(((1-acetylpiperidin-4-yl)amino)methyl)-1-methyl-1H-indol-6-yl)-3-chloropyridin-4-yl)-2-chlorophenyl)-2-methoxypyridin-3-yl)methyl)amino)methyl)pyrrolidin-2-one